CC=1C=C(C2=C(C=C(O2)CNC(=O)C=2C=NN3C2N=CC(=C3)C)C1)C(=O)O 5-Methyl-2-((6-methyl-pyrazolo[1,5-a]pyrimidine-3-carboxamido)methyl)benzofuran-7-carboxylic acid